NC(CCCNC1=NC(=NC(=N1)N)N)CC N-(4-aminohexyl)-[1,3,5]triazine-2,4,6-triamine